4-bromo-2-methyl-2,6-naphthyridin-1-one BrC1=CN(C(C2=CC=NC=C12)=O)C